N-(5-chloro-6-(2H-1,2,3-triazol-2-yl)pyridin-3-yl)-1-(pyrazolo[1,5-a]pyrazin-4-yl)-5-(trifluoromethyl)-1H-pyrazole-4-carboxamide ClC=1C=C(C=NC1N1N=CC=N1)NC(=O)C=1C=NN(C1C(F)(F)F)C=1C=2N(C=CN1)N=CC2